C1(CC1)C=1C(=C(O[C@H]2CC3(CN(C3)C(=O)C3CC(C3)(C)O)CC2)C=CC1)F |r| (rac)-(6-(3-Cyclopropyl-2-fluorophenoxy)-2-azaspiro[3.4]octan-2-yl)((1s,3s)-3-hydroxy-3-methylcyclobutyl)methanon